3-(methoxy-methyl)-1-methyl-N-(5-(thieno[3,2-d]pyrimidin-7-yl)-1H-pyrazol-3-yl)-1H-pyrazole-5-carboxamide COCC1=NN(C(=C1)C(=O)NC1=NNC(=C1)C1=CSC2=C1N=CN=C2)C